N1CCC(CC1)OCCCN1CCN(CC1)C(=O)[O-] 4-(3-(Piperidin-4-yloxy)propyl)piperazine-1-carboxylate